BrC1=CC=C2C=CC(=CC2=C1)N(C)C 7-bromo-N,N-dimethylnaphthalen-2-amine